C(CCCCCC)C=1NC2=CC=CC=C2C(C1)=O 2-heptyl-4-oxo-1,4-dihydroquinolin